N-(7-bromo-2-(2,6-dioxopiperidin-3-yl)-1-oxoisoindolin-5-yl)acetamide BrC=1C=C(C=C2CN(C(C12)=O)C1C(NC(CC1)=O)=O)NC(C)=O